CC1=NC2=CC=CC(=C2C(N1C1C(NC(CC1)=O)=O)=O)NCC1CCC(CC1)C(=O)N1CCOCC1 3-(2-methyl-5-(((4-(morpholine-4-carbonyl)cyclohexyl)methyl)amino)-4-oxoquinazolin-3(4H)-yl)piperidine-2,6-dione